The molecule is a homoflavonoid glycoside that is ophioglonol attached to a beta-D-glucopyranosyl residue at position 4' via a glycosidic linkage. It has been isolated from Ophioglossum pedunculosum. It has a role as a metabolite and a plant metabolite. It is a hydroxy homoflavonoid, a homoflavonoid glycoside, a beta-D-glucoside and a monosaccharide derivative. It derives from an ophioglonol. C1=CC(=C(C=C1C2=C(C(=O)C3=C(C=C(C=C3O2)O)O)CO)O)O[C@H]4[C@@H]([C@H]([C@@H]([C@H](O4)CO)O)O)O